C1(=CC(=CC=C1)C1=NOC(=N1)[C@@H](C)N)C (1R)-1-[3-(m-tolyl)-1,2,4-oxadiazol-5-yl]Ethylamine